Indoledione N1C(C(C2=CC=CC=C12)=O)=O